N-(5-cyclopropyl-6-(2-(ethoxymethoxy)-4-ethynylphenyl)pyridazine-3-yl)-2-(dimethylamino)acetamide C1(CC1)C=1C=C(N=NC1C1=C(C=C(C=C1)C#C)OCOCC)NC(CN(C)C)=O